ClC=1C=C(C(=O)NC2=CC=C(C=C2)C2(CCC2)C(NCCC)=O)C=C(C1)Cl 3,5-dichloro-N-{4-[1-(propylcarbamoyl)cyclobutyl]phenyl}benzamide